OC(C)(C)C1=NC=C(C=N1)NC(O[C@H](C)[C@H](C)OC1=CC2=C(N=C(S2)C2=C3N=CC(=NC3=CC(=C2)C)OC)C=C1F)=O (2R,3S)-3-((5-fluoro-2-(2-methoxy-7-methylquinoxalin-5-yl)benzo[d]thiazol-6-yl)oxy)butan-2-yl (2-(2-hydroxypropan-2-yl)pyrimidin-5-yl)carbamate